2,6-dihydroxy-4-[(propoxy)carbonyl]phenolate OC1=C(C(=CC(=C1)C(=O)OCCC)O)[O-]